4-(o-tolyl)-1,2,3-thiadiazole C1(=C(C=CC=C1)C=1N=NSC1)C